3,3',3'',3'''-(cyclohexane-1,2,3,4-Tetrayl)tetrapropionitrile C1(C(C(C(CC1)CCC#N)CCC#N)CCC#N)CCC#N